CC1=NN(C=C1C1=NC2=CC=CC=C2N=C1)[C@@H]1C[C@H](C1)CCCN 3-(trans-3-(3-methyl-4-(quinoxalin-2-yl)-1H-pyrazol-1-yl)cyclobutyl)propan-1-amine